hydroxymethylbutanedioic acid OCC(C(=O)O)CC(=O)O